N(C)CC(=O)OC(CCCCCCC\C=C/CCCCCCCC)=O oleoyl sarcosinate